2-amino-[1,1'-biphenyl] NC1=C(C=CC=C1)C1=CC=CC=C1